BrC1=CC=C(C(=N1)N1C(=NN=C1C)C)F 6-bromo-2-(3,5-dimethyl-4H-1,2,4-triazol-4-yl)-3-fluoropyridine